(2r,4r)-N-[7-fluoro-2-[[2-oxo-3-(3-oxo-4H-pyrazino[2,3-b][1,4]oxazin-6-yl)-1-oxa-3,8-diazaspiro[4.5]decan-8-yl]methyl]indan-5-yl]-4-hydroxy-pyrrolidine-2-carboxamide FC=1C=C(C=C2CC(CC12)CN1CCC2(CN(C(O2)=O)C2=NC3=C(OCC(N3)=O)N=C2)CC1)NC(=O)[C@@H]1NC[C@@H](C1)O